C[Si](CCOCN1C2=NC=3COCCN(C3C=C2C=C1)C1=C(C(=O)O)C=CC=C1)(C)C 2-(4-[[2-(trimethylsilyl)ethoxy]methyl]-13-oxa-2,4,10-triazatricyclo[7.5.0.0[3,7]]tetradec-1(9),2,5,7-tetraen-10-yl)benzoic acid